OCCC1=CC=C(C=C1)CCO p-di(hydroxyethyl)benzene